2-(((3-(4-methoxybenzyl)-2-oxooxazolidin-4-yl)methoxy)methyl)-N-(1-methyl-1H-tetrazol-5-yl)-6-(trifluoromethyl)nicotinamide COC1=CC=C(CN2C(OCC2COCC2=C(C(=O)NC3=NN=NN3C)C=CC(=N2)C(F)(F)F)=O)C=C1